C(C)(C)(C)C=1C=CC2=C(N=CO2)C1 5-tert-butylbenzo[d]oxazole